BrC1=C(C=C(C=C1)O)CCCO 4-bromo-3-(3-hydroxypropyl)phenol